CC1=NC=CC=2C3=CC(=CC=C3N(C12)C)NC(=O)NC1=CC=C(C=C1)Cl 1-(1,9-dimethyl-beta-carbolin-6-yl)-3-(4-chlorophenyl)urea